AMINOINDAZOLE C1=CC=C2C(=C1)C(=NN2)N